N[C@H]1CN(C[C@@H](C1)F)C(=O)C=1C=CC=2N(C1)N=C(C2C)C=2N(C1=CC(=CC=C1C2)C2=C(C(=CC=C2)O)F)CC2CC2 ((3r,5r)-3-amino-5-fluoropiperidin-1-yl)(2-(1-(cyclopropylmethyl)-6-(2-fluoro-3-hydroxyphenyl)-1H-indol-2-yl)-3-methylpyrazolo[1,5-a]pyridin-6-yl)methanone